CC1(CCC2=NC=CC(=C2O1)[N+](=O)[O-])C 2,2-dimethyl-8-nitro-3,4-dihydro-2H-pyrano[3,2-b]pyridine